tetrazole hydroxylamine salt NO.N1N=NN=C1